ONC(=O)C=1C=2CN(CC2C=CC1)C1=NC2=C(N1)C[C@@H](CC2)C(F)(F)F (R)-N-hydroxy-2-(6-(trifluoromethyl)-4,5,6,7-tetrahydro-1H-benzo[d]imidazol-2-yl)isoindoline-4-carboxamide